BrC1=CC(=C(CCNC(OC(C)(C)C)=O)C=C1)C tert-butyl (4-bromo-2-methylphenethyl)carbamate